3-hydroxy-4-methyl-2(5H)-furanone OC=1C(OCC1C)=O